N1C=C(C2=CC=CC=C12)C[C@H](CCCC)NC(=O)C1=CN=C(S1)N1CCN(CC1)C (S)-N-(1-(1H-indol-3-yl)hex-2-yl)-2-(4-methylpiperazin-1-yl)thiazole-5-carboxamide